CN(CCN1CCN(CC1)C(=O)C=1N=C(OC1C1=C(C=CC=C1)CC(=O)N)C1=CC=C(C=C1)C(F)(F)F)C (2-(4-(4-(2-(dimethylamino)ethyl)piperazine-1-carbonyl)-2-(4-(trifluoromethyl)phenyl)oxazol-5-yl)phenyl)acetamide